COC(C(C#C)(C)C)=O 2,2-dimethylbut-3-ynoic acid methyl ester